3-bromo-4-phenylbutan-2-one BrC(C(C)=O)CC1=CC=CC=C1